(E)-2-methoxy-4-(3-((2-methoxybenzyl)amino)-3-oxoprop-1-en-1-yl)phenylisobutyrate COC1=C(C=CC(=C1)\C=C\C(=O)NCC1=C(C=CC=C1)OC)OC(C(C)C)=O